t-butyl-2,7-dihydroxynaphthalene C(C)(C)(C)C1=C(C=CC2=CC=C(C=C12)O)O